BrC=1C(=NN(C1)CC(F)(F)F)N 4-bromo-1-(2,2,2-trifluoroethyl)-1H-pyrazol-3-amine